[OH-].C(=CC)[N+](C(C)C)(C(C)C)C=CC dipropenyl-diisopropylammonium hydroxide